FC=1C=C2C(=NC1)N(N=C2C2=NC(=C(C(=N2)N)NC(C)C2=NN(C=C2)C)N)CC2=C(C=CC=C2)F 2-(5-fluoro-1-(2-fluorobenzyl)-1H-pyrazolo[3,4-b]Pyridin-3-yl)-N5-(1-(1-methyl-1H-pyrazol-3-yl)ethyl)pyrimidine-4,5,6-triamine